Bicyclo[6.2.1]undecane C12CCCCCCC(CC1)C2